ClC1=C(C=C(C=C1)NC(=O)N1[C@H]2C[C@@H](C[C@@]1(C2)C=2OC(=NN2)C)C)C=2N=NC=CN2 (1R,3S,5S)-N-(4-chloro-3-(1,2,4-triazin-3-yl)phenyl)-3-methyl-1-(5-methyl-1,3,4-oxadiazol-2-yl)-6-azabicyclo[3.1.1]heptane-6-carboxamide